C(C1=CC=CC=C1)OC1=CC(=C(C=C1)NC1=C(C(=O)NC(C)C)C(=CC=C1)C(F)(F)F)C1CC1 2-{[4-(Benzyloxy)-2-cyclopropylphenyl]amino}-N-(propan-2-yl)-6-(trifluoromethyl)benzamide